2-(2-bromopyridin-4-yl)acetic acid BrC1=NC=CC(=C1)CC(=O)O